N,N,N'-trimethyl-N'-hydroxyethyl-ethylenediamine CN(CCN(CCO)C)C